C(C(=C)C)(=O)OC(CCC)C1CO1 4-epoxyhexyl methacrylate